N-((3R,4S)-3-hydroxytetrahydro-2H-pyran-4-yl)-4-(4-(1-methyl-1H-pyrazol-3-yl)benzyl)-6-(1-methyl-1H-pyrazol-4-yl)picolinamide O[C@H]1COCC[C@@H]1NC(C1=NC(=CC(=C1)CC1=CC=C(C=C1)C1=NN(C=C1)C)C=1C=NN(C1)C)=O